3-methyl-5-(4-morpholinyl-methyl)-benzenamine CC=1C=C(C=C(C1)CN1CCOCC1)N